C(CCCCCCC\C=C/CCCCCCCC)C(C(O)=O)CCC[C@@H]1SC[C@@H]2NC(=O)N[C@H]12 Oleyl-biotin